tert-butyl (3R)-3-[[4-[4-[(4-amino-2-methyl-1-naphthyl)oxy]-2-methyl-thiazol-5-yl]pyrimidin-2-yl]amino]piperidine-1-carboxylate NC1=CC(=C(C2=CC=CC=C12)OC=1N=C(SC1C1=NC(=NC=C1)N[C@H]1CN(CCC1)C(=O)OC(C)(C)C)C)C